1-(4-(3-(2,2-dimethylcyclopropyl)-1,2,4-oxadiazol-5-yl)piperidin-1-yl)-2-(4-methyl-1,2,5-oxadiazol-3-yl)ethan-1-one CC1(C(C1)C1=NOC(=N1)C1CCN(CC1)C(CC1=NON=C1C)=O)C